BrC1=CC=C(OCC2=CC(=C(C=C2)F)F)C=C1 4-((4-bromophenoxy)methyl)-1,2-difluorobenzene